Cl.Cl.ClC=1C=2N(C=C(N1)C=1C=NN(C1)C)N=CC2 4-chloro-6-(1-methyl-1H-pyrazol-4-yl)pyrazolo[1,5-a]pyrazine dihydrochloride